tert-butyl (4R,7S,8S,9S)-13-bromo-12-chloro-14-fluoro-9,16,17-trimethyl-10-oxa-2,18,20-triazapentacyclo[9.7.1.14,7.02,8.015,19]icosa-1(18),11(19),12,14,16-pentaene-20-carboxylate BrC1=C(C=2O[C@H]([C@@H]3[C@@H]4CC[C@H](CN3C3=NC(=C(C(=C1F)C32)C)C)N4C(=O)OC(C)(C)C)C)Cl